3-[(1-{2-[(2R,5R)-2-(Methoxymethyl)-5-methylpiperazin-1-yl]acetyl}-3,3-dimethyl-1H,2H,3H-pyrrolo[3,2-c]pyridin-6-yl)methyl]benzonitrile hydrochloride salt Cl.COC[C@@H]1N(C[C@H](NC1)C)CC(=O)N1CC(C=2C=NC(=CC21)CC=2C=C(C#N)C=CC2)(C)C